COC1=C(C=NC=C1)S(=O)(=N)C1=CC=C(C(=O)O)C=C1 4-[(4-methoxy-3-pyridyl)sulfonimidoyl]benzoic acid